Cl.NC1=C(C=C(C=C1)F)B(O)O 2-AMINO-5-FLUOROBENZENEBORONIC ACID HYDROCHLORIDE